(4-{5-[(2,6-dichlorophenyl)methoxy]pyrimidin-2-yl}morpholin-2-yl)methylurea ClC1=C(C(=CC=C1)Cl)COC=1C=NC(=NC1)N1CC(OCC1)CNC(=O)N